tert-butyl 6-methoxy-2-methyl-3',6'-dihydro-[3,4'-bipyridine]-1'(2'H)-carboxylate COC1=CC=C(C(=N1)C)C=1CCN(CC1)C(=O)OC(C)(C)C